bis[2-(2-butoxy ethoxy) ethyl] adipate C(CCCCC(=O)OCCOCCOCCCC)(=O)OCCOCCOCCCC